5-aminolaevulinic acid C(CC(=O)O)C(=O)CN